8-[(8aS)-10-Acryloyl-6-chloro-8,8a,9,10,11,12-hexahydropyrazino[2',1':3,4][1,4]oxazepino[5,6,7-de]quinazolin-5-yl]-1-methylquinolin-2(1H)-one C(C=C)(=O)N1C[C@H]2COC=3C4=C(N=CN=C4C=C(C3Cl)C=3C=CC=C4C=CC(N(C34)C)=O)N2CC1